C(CCCCCC\C=C/CCCCC)O (Z)-8-tetradecen-1-ol